[Se](=O)(=O)(O)O.[Se](=O)(=O)(O)O.OC1CCC(CC1)N1N=C(C(=C1)NC(=O)C=1OC(=CC1)C=1C=NNC1)C1=NC=CC=C1 N-(1-((1s,4s)-4-hydroxycyclohexyl)-3-(pyridin-2-yl)-1H-pyrazol-4-yl)-5-(1H-pyrazol-4-yl)furan-2-carboxamide diselenoate